C[C@H]1N(C[C@@H]1CS(=O)(=O)C)C1=NC=CC2=CC=C(C=C12)C#N ((2R,3S)-2-methyl-3-((methanesulfonyl)methyl)azetidin-1-yl)isoquinoline-7-carbonitrile